C(C)C=1C=C(C=CC1CC(=O)N)C1=C(C(=CC=C1)C1=CC(=C(C=C1)CC(=O)N)F)O (3-ethyl-3''-fluoro-2'-hydroxy-[1,1':3',1''-terphenyl]-4,4''-diyl)diacetic amide